2-dimethoxybutyl-1,3-dimethoxybutyl-2-dimethoxypropyl-propane COC(CCCC(C(OC)CC(C)CCC(OC)OC)C(C)OC)OC